C(C)(=O)C1=C(NC2=C(C=CC(=C2C1=O)Cl)Br)S(=O)CC1=CC(=CC(=C1)S(F)(F)(F)(F)F)F 3-acetyl-8-bromo-5-chloro-2-((3-fluoro-5-(pentafluoro-sulfanyl)benzyl)sulfinyl)quinolin-4(1H)-one